NC=1C=NN(C1)C1CCS(CC1)(=N)=O (1s,4s)-4-(4-amino-1H-pyrazol-1-yl)-1-iminohexahydro-1λ6-thiopyran 1-oxide